tert-butyl 4-(4-(2,6-dioxopiperidin-3-yl)-3-oxo-3,4-dihydro-2H-benzo[b][1,4]oxazin-8-yl)piperidine-1-carboxylate O=C1NC(CCC1N1C2=C(OCC1=O)C(=CC=C2)C2CCN(CC2)C(=O)OC(C)(C)C)=O